(E)-3-(hydroxymethyl)-N'-(1-(naphthalen-2-yl)ethylidene)benzohydrazide OCC=1C=C(C(=O)N/N=C(\C)/C2=CC3=CC=CC=C3C=C2)C=CC1